4-oxo-butyrylmorpholinamine O=CCCC(=O)C1N(CCOC1)N